ClC=1C=C2C=CN(C2=C(C1)C1=C2C(=NC=C1)C=C(S2)CN2C(N(C=C(C2=O)Cl)CC(F)F)=O)CC2(CCNCC2)C#N 4-((5-Chloro-7-(2-((5-Chloro-3-(2,2-difluoroethyl)-2,6-dioxo-3,6-dihydropyrimidine-1(2H)-yl)methyl)thieno[3,2-b]pyridin-7-yl)-1H-indol-1-yl)methyl)piperidine-4-carbonitrile